C(=O)([O-])OC(=O)[O-].[Co+2].[Co+2].[Co+2].C(=O)([O-])OC(=O)[O-].C(=O)([O-])OC(=O)[O-] tricobalt dicarbonate